(3-hydroxypropyl)piperidin-1-ium OCCC[NH+]1CCCCC1